C1(CC1)C([C@@H](C(=O)NC1=NC=CC(=C1)C(NC(CCC(F)(F)F)=O)C1CC1)NC(OC(C)(C)C)=O)C1CC1 tert-butyl ((2S)-1,1-dicyclopropyl-3-((4-(cyclopropyl(4,4,4-trifluorobutanamido)-methyl)pyridin-2-yl)amino)-3-oxopropan-2-yl)carbamate